C(C1=CC=CC=C1)(C1=CC=CC=C1)=NC1=C2C=NN(C2=C(C=C1)F)CC(C)(O)C 1-[4-(benzhydrylideneamino)-7-fluoro-indazol-1-yl]-2-methyl-propan-2-ol